N-(6-ETHYL-1-METHYL-1H-PYRAZOLO[4,3-C]PYRIDIN-7-YL)-1-(2-(TRIFLUOROMETHYL)PYRIDIN-4-YL)-1H-PYRAZOLE-4-SULFONAMIDE C(C)C1=C(C2=C(C=N1)C=NN2C)NS(=O)(=O)C=2C=NN(C2)C2=CC(=NC=C2)C(F)(F)F